N1=C(C=CC=C1)[C@@]1(CCOC2(CCCC2)C1)CCNCC=1C=C(C(=NC1)C(F)(F)F)C#N 5-[({2-[(9R)-9-(pyridin-2-yl)-6-oxaspiro[4.5]decan-9-yl]ethyl}amino)methyl]-2-(trifluoromethyl)pyridine-3-carbonitrile